6-[4-(pyrazol-1-yl)-1H-indol-7-yl]pyridazin-3-amine N1(N=CC=C1)C1=C2C=CNC2=C(C=C1)C1=CC=C(N=N1)N